8-bromo-1,2,3,4-tetrahydro-1,4-benzodiazepine BrC1=CC2=C(CNCCN2)C=C1